N=1N(N=CC1)C1=CC=C(C=N1)CN1C(C(N(C=C1)C1(CC1)C#N)=O)=O 1-(4-((6-(2H-1,2,3-triazol-2-yl)pyridin-3-yl)methyl)-2,3-dioxo-3,4-dihydropyrazin-1(2H)-yl)cyclopropane-1-carbonitrile